3-methyl-1,3-oxazolidinon CN1C(OCC1)=O